2-((dimethylamino)methylene)-5-(isoquinolin-4-yl)cyclohexane-1,3-dione CN(C)C=C1C(CC(CC1=O)C1=CN=CC2=CC=CC=C12)=O